4-{3-[(4-iodo-1H-pyrazol-1-yl)methyl]tricyclo[3.3.1.13,7]dec-1-yl}morpholine IC=1C=NN(C1)CC12CC3(CC(CC(C1)C3)C2)N2CCOCC2